C(C)N(C1CN(CC1)C1CCCCC2=C1C=C(C=C2)NC2=NC=C(C(=N2)NC=2C=CC1=C(NC(O1)=O)C2)C)CC 5-{2-[9-(3-Diethylamino-pyrrolidin-1-yl)-6,7,8,9-tetrahydro-5H-benzocyclohepten-2-ylamino]-5-methyl-pyrimidin-4-ylamino}-3H-benzooxazol-2-one